N1N=CC2=CC(=CC=C12)NC(=O)C1=C(NC=2N(C1C1CCCCC1)N=C(C2)C(=O)OCC)C ethyl 6-((1H-indazol-5-yl) carbamoyl)-7-cyclohexyl-5-methyl-4,7-dihydropyrazolo[1,5-a]pyrimidine-2-carboxylate